N-[2-(5-chloro-1-methyl-pyrazol-4-yl)-2-(6-chloro-2-pyridyl)propyl]-5-(2,4-difluorophenyl)-1,3,4-thiadiazole-2-carboxamide ClC1=C(C=NN1C)C(CNC(=O)C=1SC(=NN1)C1=C(C=C(C=C1)F)F)(C)C1=NC(=CC=C1)Cl